1-[2-fluoro-4-(trifluoromethyl)phenyl]Cyclopropanecarbonyl chloride FC1=C(C=CC(=C1)C(F)(F)F)C1(CC1)C(=O)Cl